C(=C)C=1N=CC=2N(C1)C=CN2 6-vinylimidazo[1,2-a]pyrazine